(S)-2-(4-bromophenylsulphonamido)-3-(1H-indol-3-yl)-N-(4-(p-tolyl)thiazol-2-yl)propanamide BrC1=CC=C(C=C1)S(=O)(=O)N[C@H](C(=O)NC=1SC=C(N1)C1=CC=C(C=C1)C)CC1=CNC2=CC=CC=C12